O=C1C(=C2C(=CN1)CCO2)C(=O)N 6-oxo-2,3,5,6-tetrahydrofuro[3,2-c]pyridine-7-carboxamide